FC1C(C1)C=1N=NNN1 5-(2-fluorocyclopropyl)-2H-tetrazol